N-[(6-Amino-2-pyridyl)sulfonyl]-2-[(3S,5S)-3,5-dimethyl-1-piperidyl]-6-(3-fluoro-5-isobutoxyphenyl)pyridin-3-carboxamid NC1=CC=CC(=N1)S(=O)(=O)NC(=O)C=1C(=NC(=CC1)C1=CC(=CC(=C1)OCC(C)C)F)N1C[C@H](C[C@@H](C1)C)C